CC1=C(N=NN1CC=1C=NC(=CC1)C(NC1=CC=C(C=C1)C(F)(F)F)=O)C(=O)O 5-methyl-1-((6-((4-(trifluoromethyl)phenyl)carbamoyl)pyridin-3-yl)methyl)-1H-1,2,3-triazole-4-carboxylic acid